1-[4-(4-amino-1-propan-2-ylpyrazolo[3,4-d]pyrimidin-3-yl)phenyl]-3-[2-fluoro-5-(trifluoromethyl)phenyl]urea NC1=C2C(=NC=N1)N(N=C2C2=CC=C(C=C2)NC(=O)NC2=C(C=CC(=C2)C(F)(F)F)F)C(C)C